C(=O)(O)C1([C@H]2[C@]34[C@]([C@H]([N@@+](CC3)(C)CC3CC3)CC3=CC=C(C(=C34)O2)O)(C1)O)O (3R,4R,4aS,6aR,11bS)-6-carboxy-3-(cyclopropylmethyl)-4a,6,8-trihydroxy-3-methyl-1,2,3,4,4a,5,6,6a-octahydro-4,11-methano[1]benzofuro[3',2':2,3]cyclopenta[1,2-c]pyridin-3-ium